C(C)(C)(C)OC(=O)NC(C=1C=C(C=CC1)N/C(/NC(OC(C)(C)C)=O)=N/C(=O)OC(C)(C)C)C(N[C@@H]([C@H](CC)C)C(NC)=O)=O tert-butyl N-[(Z)-{[3-({[(tert-butoxy)carbonyl]amino}({[(1S,2S)-2-methyl-1-(methylcarbamoyl)butyl] carbamoyl})methyl)phenyl]-amino}({[(tert-butoxy)carbonyl]imino})methyl]carbamate